tert-butyl (6-chloro-3-isopropylimidazo[1,2-b]pyridazin-8-yl)(4-fluoro-2-methoxybenzyl)carbamate ClC=1C=C(C=2N(N1)C(=CN2)C(C)C)N(C(OC(C)(C)C)=O)CC2=C(C=C(C=C2)F)OC